1-(5-bromoisoindolin-2-yl)-2,2,2-trifluoroethan-1-one BrC=1C=C2CN(CC2=CC1)C(C(F)(F)F)=O